C(C1=CC=CC=C1)OC=1C=C2C(N(C=NC2=CC1)C1=CC=C(C=C1)N1CCC(CC1)OC1CCN(CC1)C(=O)OC(C)(C)C)=O tert-butyl 4-[(1-{4-[6-(benzyloxy)-4-oxoquinazolin-3-yl]phenyl}piperidin-4-yl)oxy]piperidine-1-carboxylate